CNC(C(=O)[O-])CC(=O)[O-] N-methylaminosuccinate